ClC1=CC(=NC(=C1)Cl)N1[C@@H](COCC1)C (R)-4-(4,6-dichloropyridin-2-yl)-3-methylmorpholine